FC=1C=C(CNC2CCC(CC2)NS(=O)(=O)C=2C=NC(=CC2)N2CCOCC2)C=CC1 N-((1r,4r)-4-((3-Fluorobenzyl)amino)cyclohexyl)-6-morpholinopyridine-3-sulfonamide